C(C)(C)(C)OC(=O)N[C@H]1CN(CCC1)CC=1C=CC(=C(C(=O)[O-])C1)F.[Li+] lithium 5-({(R)-3-[(tert-butyl)(oxycarbonylamino)]-1-piperidyl}methyl)-2-fluorobenzoate